ClC1=C(C=CC=C1)N=C=S 1-chloro-2-isothiocyanatobenzene